lithium octenedioate C(C=CCCCCC(=O)[O-])(=O)[O-].[Li+].[Li+]